N-(2-methyl-1,2,3,4-tetrahydroisoquinolin-7-yl)-4-((8-methyl-2,3-dihydro-1H-pyrido[2,3-b][1,4]oxazin-7-yl)amino)-2-oxo-1,2-dihydropyridine-3-carboxamide CN1CC2=CC(=CC=C2CC1)NC(=O)C=1C(NC=CC1NC1=C(C2=C(OCCN2)N=C1)C)=O